C(CCC)N(CCCC)[Si](C1=CC=C(C=C1)C=C)(N(CCCC)CCCC)N(CCCC)CCCC tris(dibutylamino)(4-vinylphenyl)silane